(5S,6S)-6-((S)-5H-Imidazo[5,1-a]isoindol-5-yl)-5,6,7,8-tetrahydrochinolin-5-ol C=1N=CN2C1C1=CC=CC=C1[C@@H]2[C@H]2[C@@H](C=1C=CC=NC1CC2)O